(4S,5S)-4,5-diphenylimidazolidine-2-thione C1(=CC=CC=C1)[C@@H]1NC(N[C@H]1C1=CC=CC=C1)=S